C1(CCCCC1)CCC(=O)OC(CSC(CCCCCCCCCCSCC(CCCCCC)OC(CCC1CCCCC1)=O)NC1CC(C1)O[Si](C1=CC=CC=C1)(C1=CC=CC=C1)C(C)(C)C)CCCCCC ((6-cis-((3-((tert-butyldiphenylsilyl)oxy)cyclobutyl)amino)undecane-1,11-diyl)bis(sulfane-diyl))bis(octane-1,2-diyl) bis(3-cyclohexylpropanoate)